OC1=C(C=CC(=O)O)C(=CC(=C1)O)O 2,4,6-trihydroxycinnamic acid